2,5-dimethyl-benzenesulfonic acid CC1=C(C=C(C=C1)C)S(=O)(=O)O